C(C)(C)(C)OC(=O)N(C)C[C@@]1(OC2=C(C1)C(=C(C(=C2)F)Cl)C2=C(C(=O)O)C=CC(=C2F)OCCOC2OCCCC2)C2=CC=CC=C2 2-((2S,4R)-2-(((tert-butoxycarbonyl)(methyl)amino)methyl)-5-chloro-6-fluoro-2-phenyl-2,3-dihydrobenzofuran-4-yl)-3-fluoro-4-(2-((tetrahydro-2H-pyran-2-yl)oxy)ethoxy)benzoic acid